N-((5-(2-((2,7-dimethylquinazolin-4-yl)thio)acetyl)thiophen-2-yl)methyl)pivalamide CC1=NC2=CC(=CC=C2C(=N1)SCC(=O)C1=CC=C(S1)CNC(C(C)(C)C)=O)C